Fmoc-(S)-5-Oxaproline C(=O)(OCC1C2=CC=CC=C2C2=CC=CC=C12)N1[C@@H](CCO1)C(=O)O